1,2,6-thiadiazinon S1(NC=CC=N1)=O